1-benzyl-5-oxo-N-(5-(trifluoromethyl)thiazol-2-yl)pyrrolidine-3-carboxamide C(C1=CC=CC=C1)N1CC(CC1=O)C(=O)NC=1SC(=CN1)C(F)(F)F